C(C)OC(=O)[C@H]1C2CCC([C@@H]1NC1=NC(=NN3C1=CC=C3C3CC3)Cl)CC2 (1R,2S,3S,4R)-3-((2-chloro-7-cyclopropylpyrrolo[2,1-f][1,2,4]triazin-4-yl)amino)bicyclo[2.2.2]octane-2-carboxylic acid ethyl ester